FC(C=1C=CC=C(C1)C1(C(=O)N)C(N=CC=C1C)OC=1C(=NC(=CC1)F)C)F 3-(5-(difluoromethyl)phenyl)-2-((6-fluoro-2-methylpyridin-3-yl)oxy)-4-methylnicotinamide